mono-fluoromethanal FC=O